6-fluoro-3-hydroxy-2-pyrazinecarboxamide sodium salt [Na+].FC1=CN=C(C(=N1)C(=O)[NH-])O